C(C)(C)(C)OC(=O)N1C[C@@H](N(CC1)[C@@]1(COC[C@@H]1O[Si](C1=CC=CC=C1)(C1=CC=CC=C1)C(C)(C)C)C)C (S)-4-((3R,4R)-4-((tert-butyldiphenylsilyl)oxy)-3-methyltetrahydrofuran-3-yl)-3-methylpiperazine-1-carboxylic acid tert-butyl ester